2-((4-chlorophenyl)amino)nicotinic acid ClC1=CC=C(C=C1)NC1=C(C(=O)O)C=CC=N1